COC(=O)N1CCC=CC1 1,2,3,6-tetrahydropyridine-1-carboxylic acid methyl ester